tert-butyl 4-{[(2-aminopyridin-4-yl)methyl]amino}-3-ethyl-6-oxo-5-(phenylcarbamothioyl)-3,6-dihydropyridine-1(2H)-carboxylate NC1=NC=CC(=C1)CNC=1C(CN(C(C1C(NC1=CC=CC=C1)=S)=O)C(=O)OC(C)(C)C)CC